(S)-4-(5-(3-((6-bromo-2-((S)-3-carboxybutanoyl)benzo[b]thiophen-5-yl)oxy)propoxy)-6-methoxy-isoindolin-2-yl)-2-methyl-4-oxobutanoic acid BrC=1C(=CC2=C(SC(=C2)C(C[C@H](C)C(=O)O)=O)C1)OCCCOC=1C=C2CN(CC2=CC1OC)C(C[C@@H](C(=O)O)C)=O